(R)-6-bromo-1-(4-cyanobenzyl)-N-(1-(4-fluorophenyl)ethyl)-2-oxo-1,2-dihydro-1,8-naphthyridine-3-carboxamide BrC=1C=C2C=C(C(N(C2=NC1)CC1=CC=C(C=C1)C#N)=O)C(=O)N[C@H](C)C1=CC=C(C=C1)F